C[C@@H](CC=O)C[C@@H](CCC[C@@H](CCC)C)C (3R,5R,9R)-3,5,9-Trimethyldodecanal